6,6,6-Trifluoro-3-(4-(3-(5,6,7,8-tetrahydro-1,8-naphthyridin-2-yl)propyl)-1H-indazol-1-yl)hexanoic acid FC(CCC(CC(=O)O)N1N=CC2=C(C=CC=C12)CCCC1=NC=2NCCCC2C=C1)(F)F